Trifluoromethylcinnamic acid FC(F)(F)C(C(=O)O)=CC1=CC=CC=C1